15-chloro-21,24-difluoro-16-hydroxy-18,18-dioxo-8,11-dioxa-18λ6-thia-19-azatetracyclo[18.3.1.113,17.02,7]pentacosa-1(23),2(7),3,5,13(25),14,16,20(24),21-nonaen-12-one ClC1=CC=2C(OCCOC=3C=CC=CC3C3=CC=C(C(NS(C(=C1O)C2)(=O)=O)=C3F)F)=O